C(#N)C1(CC1)CC(=O)NC1=CC=C(C=C1)C1=C2C(=NC=C1)NC=C2 4-(4-(2-(1-cyanocyclopropyl)acetamido)phenyl)-1H-pyrrolo[2,3-b]pyridin